C(C)C(COC(C1C(C(=O)OCC(CCCC)CC)CC2C(=C1)O2)=O)CCCC 4,5-epoxytetrahydrophthalic acid di(2-ethylhexyl) ester